7-[(5S)-5H-imidazo[4,3-a]isoindol-5-yl]-5,6,7,8-tetrahydroisoquinolin-8-ol C=1N=CN2C1C1=CC=CC=C1[C@@H]2C2CCC=1C=CN=CC1C2O